(S)-tert-butyl (3-((tert-butyldimethylsilyl)oxy)-2-hydroxypropyl)carbamate [Si](C)(C)(C(C)(C)C)OC[C@H](CNC(OC(C)(C)C)=O)O